ClC1=C(C(=CC=C1)Cl)C=1N=C2C=3C=C(C=NC3C=CN2C1)C=1C=CC(=NC1)C1CN(C1)C(=O)OC(C)(C)C tert-Butyl 3-(5-(2-(2,6-dichlorophenyl)imidazo[2,1-f][1,6]naphthyridin-9-yl)pyridin-2-yl)azetidine-1-carboxylate